(1-[1,3]oxazolo[4,5-b]pyridin-2-ylpyrrolidin-3-yl)methylamine dihydrochloride Cl.Cl.O1C(=NC2=NC=CC=C21)N2CC(CC2)CN